1-(2-Amino-1-(3-chlorophenyl)ethyl)-4-(5-morpholino-1H-pyrrolo[2,3-b]pyridin-3-yl)pyridin-2(1H)-one NCC(C1=CC(=CC=C1)Cl)N1C(C=C(C=C1)C1=CNC2=NC=C(C=C21)N2CCOCC2)=O